6-(methoxycarbonyl)pyrazine-2-thiolate COC(=O)C1=CN=CC(=N1)[S-]